1-(3,5-bis(trifluoromethyl)-phenyl)-3-cyclohexyl-2-Thiourea FC(C=1C=C(C=C(C1)C(F)(F)F)NC(=S)NC1CCCCC1)(F)F